C(CCCCC)NC(=N)N 1-hexanyl-guanidine